BrC=1C=C(C(O)=CC1)O p-bromocatechol